C1(CC1)NS(=O)(=O)C=1C=CC(=C(C1)NC(=O)NC1=CC(=CC=C1)C(F)(F)F)C1=CSC=C1 1-[5-(cyclopropylsulfamoyl)-2-thiophen-3-ylphenyl]-3-[3-(trifluoromethyl)phenyl]urea